2,6-dichloro-4-methylpyridine-3-carboxylic acid methyl ester COC(=O)C=1C(=NC(=CC1C)Cl)Cl